NC1=NC(=NC2=CC(=CC=C12)C=1C=C(C=CC1)NC(C=C)=O)NCCOC N-(3-{4-amino-2-[(2-methoxyethyl)amino]quinazolin-7-yl}phenyl)prop-2-enamide